(2S)-2-[4-bromo-2-(1,2,3-thiadiazol-4-yl)phenoxy]butanoic acid BrC1=CC(=C(O[C@H](C(=O)O)CC)C=C1)C=1N=NSC1